5-bromo-3-ethylpyridin-2(1H)-one BrC=1C=C(C(NC1)=O)CC